2-(4-fluorophenyl)-6-methylpyrimidine 1-oxide FC1=CC=C(C=C1)C1=[N+](C(=CC=N1)C)[O-]